2-Ethylsulfanyl-N-[(3-fluorophenyl)-methyl]-4-methyl-6-[methyl-(pyridin-2-yl-methyl)-amino]-pyridine-3-carboxylic acid amide C(C)SC1=NC(=CC(=C1C(=O)NCC1=CC(=CC=C1)F)C)N(CC1=NC=CC=C1)C